(S)-2-(1-(tert-butyl)-4-methyl-7-oxo-1,7-dihydro-6H-pyrazolo[3,4-d]pyridazin-6-yl)-N-(1-(4-(trifluoromethyl)phenyl)ethyl)acetamide C(C)(C)(C)N1N=CC2=C1C(N(N=C2C)CC(=O)N[C@@H](C)C2=CC=C(C=C2)C(F)(F)F)=O